FC1=C(C=C(C=C1)[C@H](C)NC(=O)C=1C(N(C2=C(N=C(C=C2C1N1CCN[C@H](CC1)C)C)C1CC1)C)=O)C(F)(F)F N-{(S)-1-[4-fluoro-3-(trifluoromethyl)phenyl]ethyl}-4-[(S)-5-methyl-1,4-diazepan-1-yl]-8-cyclopropyl-1-methyl-6-methyl-2-oxo-1,2-dihydro-1,7-diaza-3-naphthamide